C(C)(C)(C)N(C(O)=O)CC1=NC(=NN1C)Br.CS(=O)(=O)N(CCS(=O)(=O)N(CC=1SC=CC1)CC=1SC=CC1)CC=1SC=CC1 2-[(methylsulfonyl)(2-thienylmethyl)amino]-N,N-bis(2-thienylmethyl)ethanesulfonamide tert-Butyl-((3-bromo-1-methyl-1H-1,2,4-triazol-5-yl)methyl)carbamate